ClC1=CC=C(C=C1)C1=CC(=NC(=N1)C=1C=NC=CC1)C(CCN(C)C)N 1-(6-(4-chlorophenyl)-2-(pyridin-3-yl)pyrimidin-4-yl)-N3,N3-dimethylpropan-1,3-diamine